C1(CC1)NC(C1=C(C=C(C=C1OC)C1=CN=C2N1C=CC(=C2)OCC2OC2)OC(F)F)=O N-cyclopropyl-2-(difluoromethoxy)-6-methoxy-4-[7-(oxiran-2-ylmethoxy)imidazo[1,2-a]pyridin-3-yl]benzamide